2-(((tert-butoxycarbonyl)(cyclobutylmethyl)amino)methyl)-6-((4-(5-(dimethylamino)pyridin-3-yl)-1H-1,2,3-Triazol-1-yl)methyl)-1H-indole-1-carboxylic acid tert-butyl ester C(C)(C)(C)OC(=O)N1C(=CC2=CC=C(C=C12)CN1N=NC(=C1)C=1C=NC=C(C1)N(C)C)CN(CC1CCC1)C(=O)OC(C)(C)C